CC(C)(C)[O-].CC(C)(C)[O-].CC(C)(C)[O-].CC(C)(C)[O-].[Zr+4] zirconium tetra-tert-butoxide